6-(4-(4-(Methyl(3-methylbenzyl)amino)-7H-pyrrolo[2,3-d]pyrimidin-6-yl)phenyl)tetrahydro-2H-pyran-2-one CN(C=1C2=C(N=CN1)NC(=C2)C2=CC=C(C=C2)C2CCCC(O2)=O)CC2=CC(=CC=C2)C